[N+](=O)([O-])C1=CC=C(C=C1)C(/C=C/C1=CC=C(OCCC(=O)O)C=C1)=O 3-[4-[(E)-3-(4-Nitrophenyl)-3-oxoprop-1-enyl]phenoxy]propanoic acid